methyl 6-(3-methoxy-phenyl)-2-methyl-nicotinate COC=1C=C(C=CC1)C1=NC(=C(C(=O)OC)C=C1)C